C(#N)C1=NC2=CC(=CC(=C2C=C1C=1C=NN(C1)CC(C)(C)OC)C(C)NC1=C(C(=O)O)C=CC=C1)C 2-((1-(2-cyano-3-(1-(2-methoxy-2-methylpropyl)-1H-pyrazol-4-yl)-7-methylquinolin-5-yl)ethyl)amino)benzoic acid